4-[2-(1-methyl-1H-imidazol-2-yl)ethoxy]pyridin-2-amine CN1C(=NC=C1)CCOC1=CC(=NC=C1)N